OCCOC1=C(C=CC=C1)OCCO o-bis(2-hydroxyethoxy)benzene